C(#N)C[C@@H]1N(CCN(C1)C1=NC(=NC=2CC3(CCC12)CCC1=C(C=CC=C13)Cl)Cl)C(=O)OC(C)(C)C tert-butyl (2S)-2-(cyanomethyl)-4-(2',4-dichloro-2,3,5',8'-tetrahydro-6'H-spiro[indene-1,7'-quinazolin]-4'-yl)piperazine-1-carboxylate